C(C)C=1C2=CC=CC=C2C=2C=CC=CC2C1CC 9,10-diethyl-phenanthrene